2-(6-ethyl-8-fluoro-4-methyl-3-(3-methyl-1,2,4-oxadiazol-5-yl)quinolin-2-yl)-N-((tetrahydro-2H-pyran-4-yl)methyl)-2-azabicyclo[2.1.1]hexan-4-amine C(C)C=1C=C2C(=C(C(=NC2=C(C1)F)N1C2CC(C1)(C2)NCC2CCOCC2)C2=NC(=NO2)C)C